FC1=C(C=CC=C1)NC(=O)N1C2CNCC1CC2 N-(2-fluorophenyl)-3,8-diazabicyclo[3.2.1]Octane-8-carboxamide